methyl 1-(isopropylsulfonyl)-1H-pyrrole-3-carboxylate C(C)(C)S(=O)(=O)N1C=C(C=C1)C(=O)OC